3-hydroxy-2,2-dimethylpropionate OCC(C(=O)[O-])(C)C